isopentacosyl-carbamic acid C(CCCCCCCCCCCCCCCCCCCCCC(C)C)NC(O)=O